(S)-2-amino-3-phenyl-1-propanoate N[C@H](C(=O)[O-])CC1=CC=CC=C1